tert-Butyl 4-(7-bromo-6-chloro-8-fluoro-2-((2-(2-methyl-1H-imidazol-1-yl)ethyl)amino)quinazolin-4-yl)piperazine-1-carboxylate BrC1=C(C=C2C(=NC(=NC2=C1F)NCCN1C(=NC=C1)C)N1CCN(CC1)C(=O)OC(C)(C)C)Cl